C(CCC(=O)[O-])(=O)[O-].[Na+].[Na+] Sodium Sodium succinate salt